C1(=CC=CC=C1)C1=NC(=NC(=N1)C1=CC=CC=C1)C1=C(C=CC=C1)C1=CC(=NC(=C1N1C2=C(C=3C=CC=CC13)C=NC=C2)C2=CC=C(C=C2)N2C1=CC=CC=C1C=1C=C(C=CC21)C)N2C1=C(C=3C=CC=CC23)C=NC=C1 5,5'-(4-(2-(4,6-diphenyl-1,3,5-triazin-2-yl)phenyl)-6-(4-(3-methyl-9H-carbazol-9-yl)phenyl)pyridine-2,5-diyl)bis(5H-pyrido[4,3-b]indole)